C(C=C)(=O)N1CC(C1)(C1=C(C(=CC=C1)Cl)Cl)NC1=CC=C2C(CNC2=C1)(C)C 6-((1-Acryloyl-3-(2,3-dichlorophenyl)azetidin-3-yl)amino)-3,3-dimethylindolin